CC(C)(C)NS(=O)(=O)C1=CC=C(S1)Cl N-(tert-butyl)-5-chlorothiophene-2-sulfonamide